(2S)-2-amino-N-(4-phenyl-1,3-thiazol-2-yl)-3-(prop-2-en-1-yloxy)propanamide zinc chloride salt [Cl-].[Zn+2].N[C@H](C(=O)NC=1SC=C(N1)C1=CC=CC=C1)COCC=C.[Cl-]